C(N)(=O)C=1C=CC(=C2C=CNC12)C1CN(CC(C1)CO)C(=O)OC(C)(C)C tert-Butyl 3-(7-carbamoyl-1H-indol-4-yl)-5-(hydroxymethyl)piperidine-1-carboxylate